P1(=O)(OOCCCCCCCCCC)OOOOOCC(C)O1 decyloxy tetraoxypropylene phosphate